ClC=1C=C2C3=C(NC2=C(C1)C=1C=NC(=CC1)Cl)C=NC=C3 6-Chloro-8-(6-chloro-pyridin-3-yl)-9H-pyrido[3,4-b]indole